FC1CN(C1)CCC1=NN(C(C(=C1)C)=O)[C@H](C(=O)N)CC(C)C (S)-2-(3-(2-(3-fluoroazetidine-1-yl)ethyl)-5-methyl-6-oxopyridazin-1(6H)-yl)-4-methylpentanamide